5-phenylbenzoxazol C1(=CC=CC=C1)C=1C=CC2=C(N=CO2)C1